3-methoxy-5-amino-1H-1,2,4-oxadiazole COC1=NOC(=N1)N